FC1=C(C=C2C=CN(C(C2=C1)=O)CC(C[C@H](C)NC=1C=NNC(C1C(F)(F)F)=O)O)C1=NC=C(C=N1)C(F)(F)F 7-fluoro-2-[(4S)-2-hydroxy-4-[[6-oxo-5-(trifluoromethyl)-1H-pyridazin-4-yl]amino]pentyl]-6-[5-(trifluoromethyl)pyrimidin-2-yl]isoquinolin-1-one